C(C)OCC(=O)C1=CC=CC=C1 ethoxy-1-phenylethan-1-one